2,4-dihydroxybutan OC(C)CCO